CC1=C(C(=C(C1([Hf]C=1C(C2=CC=CC=C2C1)CCCCCCCC)C)C)C)C pentamethylcyclopentadienyl(1-n-octylindenyl)hafnium